FC(C(=O)[O-])(F)F.NC=1C=CC2=C3C=CC(=CC3=C([N+](=C2C1)CC1=CC=C(C=C1)C(NCCNC(CCCC1=CC=C(C=C1)N(CCCl)CCCl)=O)=O)C1=CC=CC=C1)N 3,8-diamino-5-(4-((2-(4-(4-(bis(2-chloroethyl)amino)phenyl)butanamido)ethyl)carbamoyl)-benzyl)-6-phenylphenanthridin-5-ium 2,2,2-trifluoroacetate